2-bromo-4-((4-(tert-butoxy)-4-oxobutyl)amino)-4-oxobut-2-enoic acid BrC(C(=O)O)=CC(=O)NCCCC(=O)OC(C)(C)C